C(C)C1=CC2=C(C3=CC=CC=C3C(=C2C=C1)OC(=O)OCC)OC(=O)OCC 2-ethyl-9,10-bis(ethoxycarbonyloxy)anthracene